FC1(CC(C1)CC(=O)N[C@@H](CC)C1=CC=2N(N=C1)C=C(N2)[C@@H](NC(=O)C2=CC=NN2C(C)C)C2CCC(CC2)(F)F)F |o1:9| N-((S)-(7-((S*)-1-(2-(3,3-Difluorocyclobutyl)acetamido)propyl)imidazo[1,2-b]pyridazin-2-yl)(4,4-difluorocyclohexyl)methyl)-1-isopropyl-1H-pyrazole-5-carboxamide